FC1=C(C[C@@H](C(C)N[S@](=O)C(C)(C)C)CC)C=CC(=C1)F (R)-N-((3S)-3-(2,4-difluorobenzyl)pentan-2-yl)-2-methylpropane-2-sulfinamide